Cl.O=C1CCC2=C(C3N1C(CC3)C(=O)N)C=CC=C2 5-oxo-2,3,5,6,7,11b-hexahydro-1H-benzo[c]pyrrolo[1,2-a]azepine-3-carboxamide hydrochloride